S(C)(=O)(=O)O.OC1=C(CNC2=C3NC=NC3=NC=N2)C=CC(=C1)OC 6-(2-hydroxy-4-methoxybenzylamino)purine mesylate